CS(=O)(=O)N1CCC(CC1)NC1=NC=C(C(=N1)C1=CN=C(S1)N)C(F)(F)F 5-[2-[(1-methylsulfonylpiperidin-4-yl)amino]-5-(trifluoromethyl)pyrimidin-4-yl]-1,3-thiazol-2-amine